(3-Ethanesulfonyl-3-aza-spiro[5.5]undec-9-yl)-methyl-(7H-pyrrolo[2,3-d]pyrimidin-4-yl)-amine C(C)S(=O)(=O)N1CCC2(CC1)CCC(CC2)N(C=2C1=C(N=CN2)NC=C1)C